ClC1=CC=C(C=C1)CNC(=O)C1=NC=C(N=C1C(CC)C)N1CCOCC1 N-[(4-Chlorophenyl)-methyl]-3-(1-methyl-propyl)-5-morpholin-4-yl-pyrazine-2-carboxylic acid amide